ClC=1C=C(C=C(C1)Cl)C1(CC(=NO1)C1=CC(=C(C(=O)O)C=C1)C)C(F)(F)F 4-[5-(3,5-dichlorophenyl)-5-trifluoromethyl-4,5-dihydro-isoxazol-3-yl]-2-methyl-benzoic acid